C1=CC=C(C=C1)C(=O)N[C@H](C(=O)O)C(O)(O)O DIHYDROXYBENZOYLSERINE